5-(cyclopropylmethyl)-4-(4-(difluoromethoxy)phenyl)-6-methyl-2-(2-methyl-2H-indazol-5-yl)-3-oxo-3,5-dihydro-2H-pyrrolo[3,2-c]pyridazine-7-carbonitrile C1(CC1)CN1C(=C(C2=NN(C(C(=C21)C2=CC=C(C=C2)OC(F)F)=O)C2=CC1=CN(N=C1C=C2)C)C#N)C